FC1(CCC2=C(C=CC=C12)NC1=C(C=C2C(=N1)NN=C2N)F)F N6-(1,1-difluoro-2,3-dihydro-1H-inden-4-yl)-5-fluoro-1H-pyrazolo[3,4-b]pyridine-3,6-diamine